NC(C(C1=CC=CC=C1)SC1=C(C(=C(C(=N1)N1CCN(CCC1)C(=O)OC(C)(C)C)C#N)CC)C#N)=O tert-Butyl 4-[6-(2-amino-2-oxo-1-phenyl-ethyl)sulfanyl-3,5-dicyano-4-ethyl-2-pyridyl]-1,4-diazepane-1-carboxylate